Cl.Cl.C1(CC1)NC1CNCC1 N-Cyclopropylpyrrolidin-3-amine dihydrochloride